C(CCCCCCCCCCCCC)NC(=O)N 1-tetradecyl-urea